3-((4-(piperidin-4-yl)phenyl)amino)-5-(pyrrolidin-1-yl)pyrazine-2-carboxamide N1CCC(CC1)C1=CC=C(C=C1)NC=1C(=NC=C(N1)N1CCCC1)C(=O)N